1,2-dihexyl-sn-glycerol C(CCCCC)OC[C@@H](OCCCCCC)CO